tert-butyl (Z)-4-((((amino(3,3-difluorocyclobutyl)methylene)amino)oxy)carbonyl)-4-isopropylpiperidine-1-carboxylate N\C(\C1CC(C1)(F)F)=N/OC(=O)C1(CCN(CC1)C(=O)OC(C)(C)C)C(C)C